3-(4-((7-Ethyl-6-oxo-5,6-dihydro-1,5-naphthyridin-3-yl)methyl)piperazin-1-yl)-3-thioxopropanenitrile C(C)C=1C(NC=2C=C(C=NC2C1)CN1CCN(CC1)C(CC#N)=S)=O